N1=C(C=CC=C1)CN1CCN(CCN(CCN(CC1)CC1=NC=CC=C1)CC1=NC=CC=C1)CC1=NC=CC=C1 1,4,7,10-tetrakis(pyridine-2-ylmethyl)-1,4,7,10-tetraazacyclododecane